CON(C(=O)[C@@]1(C[C@H](CC1)NS(=O)(=O)C)CC1=CC(=CC=C1)B1OC(C(O1)(C)C)(C)C)C |o1:5,7| (1R*,3S*)-N-methoxy-N-methyl-3-(methylsulfonamido)-1-(3-(4,4,5,5-tetramethyl-1,3,2-dioxaborolan-2-yl)benzyl)cyclopentane-1-carboxamide